5-methyl-8-[(3R)-3-methyl-4-{1-[3-(trifluoromethyl)phenyl]ethyl}piperazin-1-yl]-6-oxo-5,6-dihydro-1,5-naphthyridine-2,7-dicarbonitrile CN1C=2C=CC(=NC2C(=C(C1=O)C#N)N1C[C@H](N(CC1)C(C)C1=CC(=CC=C1)C(F)(F)F)C)C#N